N[C@@H](C)C(=O)C(C(C(=O)O)(N)N)(C)C(CCO)=O alanyl-hydroxypropionyl-diaminobutyric acid